NC=1C=CC(=C2CN(C(C12)=O)CC(C#N)=C)C=1C=C2C(=NNC2=CC1)C(C)(C)C 2-{[7-amino-4-(3-tert-butyl-1H-indazol-5-yl)-1-oxo-2,3-dihydro-1H-isoindol-2-yl]methyl}prop-2-enenitrile